OCCOS(=O)(=O)C1=CC=CC=C1.[Na] sodium (2-hydroxyethyl)benzenesulfonate